[Na+].NC=1C=C(C(=CC1)C=CC=1C(=CC(=CC1)[N+](=O)[O-])S(=O)(=O)[O-])S(=O)(=O)[O-].[Na+] 4-Amino-4'-nitrostilbene-2,2'-disulfonate sodium